C1OCC12CC(C2)OC2=C1C(=NC(=C2)C2=CN(C3=CN=C(C=C32)NC(C)=O)C)C3(OCC1)COCC3 N-(3-(4'-((2-oxaspiro[3.3]heptan-6-yl)oxy)-4,5,5',6'-tetrahydro-2H-spiro[furan-3,8'-pyrano[3,4-b]pyridin]-2'-yl)-1-methyl-1H-pyrrolo[2,3-c]pyridin-5-yl)acetamide